4-(2-thienyl)-5H-pyrido[3,2-b]indole S1C(=CC=C1)C1=CC=NC2=C1NC=1C=CC=CC21